C(C)(C)(C)N(C(O)=O)C(COC1=NC(=CC=C1F)Cl)C.C(C)(C)(C)C=1C=C(C=C(C1O)C(C)(C)C)CCC(=O)NNC(CCC1=CC(=C(C(=C1)C(C)(C)C)O)C(C)(C)C)=O N,N'-bis(3,5-di-tert-butyl-4-hydroxyphenylpropionyl)hydrazine tert-butyl-(1-((6-chloro-3-fluoropyridin-2-yl)oxy)propan-2-yl)carbamate